(6-((6-(tert-butyl)pyridin-2-yl)methyl)-2-azaspiro[3.3]hept-2-yl)((1s,3s)-3-hydroxy-3-methylcyclobutyl)methanone C(C)(C)(C)C1=CC=CC(=N1)CC1CC2(CN(C2)C(=O)C2CC(C2)(C)O)C1